C(CCC)OCC(CO)OCCCC 1,2-dibutoxy-3-propanol